tert-butyl 2-(5-{[4-bromo-1-(cyclopropylmethyl)pyrazol-3-yl]oxy}-2-fluorophenyl)-2-hydroxyacetate BrC=1C(=NN(C1)CC1CC1)OC=1C=CC(=C(C1)C(C(=O)OC(C)(C)C)O)F